C1(CCCCC1)N=C=NC1CCCCC1 1,N'-dicyclohexyl-carbodiimide